4-((2r,3s,4r,6r)-4-(benzyloxy)-3-hydroxy-6-methoxytetrahydro-2H-pyran-2-yl)benzoic acid methyl ester COC(C1=CC=C(C=C1)[C@H]1O[C@H](C[C@H]([C@@H]1O)OCC1=CC=CC=C1)OC)=O